FC(C=1C(=NC(=NC1)NC=1C(=NN(C1)C1CCN(CC1)C)C)NCCCN1C(OC(CC1)(C)C)=O)F 3-(3-((5-(difluoromethyl)-2-((3-methyl-1-(1-methylpiperidin-4-yl)-1H-pyrazol-4-yl)amino)pyrimidin-4-yl)amino)propyl)-6,6-dimethyl-1,3-oxazinan-2-one